6-bromo-3-(3-(2-methyl-1-(4-methyl-4H-1,2,4-triazol-3-yl)propan-2-yl)phenyl)-8-(trifluoromethyl)quinazolin-4(3H)-one BrC=1C=C2C(N(C=NC2=C(C1)C(F)(F)F)C1=CC(=CC=C1)C(CC1=NN=CN1C)(C)C)=O